N-isopropyl-N-methyl-3-oxa-7,9-diazabicyclo[3.3.1]nonane-9-carboxamide C(C)(C)N(C(=O)N1C2COCC1CNC2)C